(R)-N-(1-(3-(difluoromethyl)-2-fluorophenyl)ethyl)-6-(1-(difluoromethyl)cyclopropyl)-2-methyl-7-((1-methylazetidin-3-yl)oxy)pyrido[2,3-d]pyrimidin-4-amine FC(C=1C(=C(C=CC1)[C@@H](C)NC=1C2=C(N=C(N1)C)N=C(C(=C2)C2(CC2)C(F)F)OC2CN(C2)C)F)F